[C@H]12COC[C@H](CC1)N2C2=NC=C(C(=C2)NC2=CC=1C3=C(C(N(C1C=C2)C)=O)OCC([C@@H](N3)C3CC3)(F)F)Cl (S)-10-((2-((1R,5S)-3-Oxa-8-azabicyclo[3.2.1]octan-8-yl)-5-chloropyridin-4-yl)amino)-2-cyclopropyl-3,3-difluoro-7-methyl-1,2,3,4-tetrahydro-[1,4]oxazepino[2,3-c]chinolin-6(7H)-on